FC(OC1=CC=C(C=C1)N1C=CCC1)(F)F (S)-1-(4-(trifluoromethoxy)phenyl)pyrrolin